C1(CC2C(CC1)O2)C2C(O2)C2CC1C(CC2)O1 1,2-epoxy-1,2-bis(3,4-epoxycyclohexan-1-yl)ethane